N-{1-[3-(1H-1,2,3,4-tetrazol-1-yl)phenyl]ethyl}acetamide N1(N=NN=C1)C=1C=C(C=CC1)C(C)NC(C)=O